The molecule is a beta-D-glucoside compound having 4,5-dimethoxybenzene-1,3-diol as the anomeric and 4-hydroxy-3,5-dimethoxybenzoic acid as the substituent at position 6. It has been isolated from the stems of Gordonia chrysandra and exhibits inhibitory effect on nitric oxide production. It has a role as a metabolite, an anti-inflammatory agent and a plant metabolite. It is a beta-D-glucoside, a benzoate ester, a monosaccharide derivative, a dimethoxybenzene and a member of phenols. COC1=CC(=CC(=C1O)OC)C(=O)OC[C@@H]2[C@H]([C@@H]([C@H]([C@@H](O2)OC3=CC(=C(C(=C3)OC)OC)O)O)O)O